ClC=1C=C(C=C(C1)NS(=O)(=O)C)NC(=O)C1=CN(C(=C1)C1=NC=C(C=N1)F)CC(F)(F)F N-(3-chloro-5-(methylsulfonamido)phenyl)-5-(5-fluoropyrimidin-2-yl)-1-(2,2,2-trifluoroethyl)-1H-pyrrole-3-carboxamide